2-((2-((3R,4R)-3-amino-4-fluoro-1-piperidinyl)-5,6-difluoro-1H-benzimidazol-1-yl)methyl)-5-chlorobenzonitrile N[C@@H]1CN(CC[C@H]1F)C1=NC2=C(N1CC1=C(C#N)C=C(C=C1)Cl)C=C(C(=C2)F)F